tert-butyl 4-[6-[[2-[4-(2-methyl-4-pyridyl)pyrazol-1-yl]acetyl]amino]-3-pyridyl]piperazine-1-carboxylate CC1=NC=CC(=C1)C=1C=NN(C1)CC(=O)NC1=CC=C(C=N1)N1CCN(CC1)C(=O)OC(C)(C)C